7-chloronaphthalene-1,3-diol ClC1=CC=C2C=C(C=C(C2=C1)O)O